Dimethyl allyl pyrophosphate O(P(OC)(=O)OP(=O)(OCC=C)[O-])C